C(C)(C)(C)N1N=CC=C1Br tert-butyl-5-bromo-1H-pyrazole